8-(1-(4-cyanophenyl)ethyl)-N-methyl-6,9-dioxo-5-(4-(trifluoromethyl)benzyl)-2,5,8-triazaspiro[3.5]nonane-2-carboxamide C(#N)C1=CC=C(C=C1)C(C)N1CC(N(C2(CN(C2)C(=O)NC)C1=O)CC1=CC=C(C=C1)C(F)(F)F)=O